COC=1C=C(C(=O)NC2=C(C(=O)NCCN3CCOCC3)C=CC=C2)C=CC1 2-[(3-Methoxybenzoyl)amino]-N-(2-morpholin-4-ylethyl)benzamid